O1C(=CC=C1)N1CCNCC1 1-(2-furyl)piperazine